FC1=C(C=C(C=C2CCN(CC2)C(=O)OC(C)(C)C)C=C1)[N+](=O)[O-] tert-butyl 4-(4-fluoro-3-nitrobenzylidene)piperidine-1-carboxylate